(1R,2S)-1-amino-N-(2,6-piperidinedione-3-yl)-2-vinylcyclopropanecarboxamide hydrochloride Cl.N[C@]1([C@@H](C1)C=C)C(=O)NC1C(NC(CC1)=O)=O